(S)-13-((2S,4R)-4-hydroxy-2-(((S)-1-(4-(4-methylthiazol-5-yl)phenyl)ethyl)carbamoyl)pyrrolidine-1-carbonyl)-14,14-dimethyl-11-oxo-3,6,9-trioxa-12-azapentadecanoic acid O[C@@H]1C[C@H](N(C1)C(=O)[C@@H](NC(COCCOCCOCC(=O)O)=O)C(C)(C)C)C(N[C@@H](C)C1=CC=C(C=C1)C1=C(N=CS1)C)=O